ClC1=NC=2CCCCC2C(=N1)C(=O)O 2-chloro-5,6,7,8-tetrahydroquinazoline-4-carboxylic acid